C(N)(O[C@@H]1[C@@](OCCC1)(CO)C(C)(C)C)=O ((2S,3S)-tert-butyl 2-(hydroxymethyl) tetrahydro-2H-pyran-3-yl) carbamate